3-Cyano-2-((phenylseleno)methyl)propanoic acid ethyl ester C(C)OC(C(CC#N)C[Se]C1=CC=CC=C1)=O